(2-((1R,3S)-3-((8-methoxyquinazolin-4-yl)amino)cyclobutyl)ethyl)phosphoric acid COC=1C=CC=C2C(=NC=NC12)NC1CC(C1)CCOP(O)(O)=O